bis(di-tert-butylphenylphosphine) dichloride [Cl-].[Cl-].C(C)(C)(C)P(C1=CC=CC=C1)C(C)(C)C.C(C)(C)(C)P(C1=CC=CC=C1)C(C)(C)C